1-tert-Butyl 2-methyl (2R,4R)-4-hydroxypyrrolidine-1,2-dicarboxylate O[C@@H]1C[C@@H](N(C1)C(=O)OC(C)(C)C)C(=O)OC